5-(((tert-butyl-methyl)oxy)methyl)-2-(4-phenylbut-3-en-2-yl)pyridine C(C)(C)(C)COCC=1C=CC(=NC1)C(C)C=CC1=CC=CC=C1